diethylchromium carbon [C].C(C)[Cr]CC